Methyl (S)-4-(2-oxo-2-(1-((quinoline-4-carbonyl)glycyl)-pyrrolidin-2-yl)acetamido)-benzoate O=C(C(=O)NC1=CC=C(C(=O)OC)C=C1)[C@H]1N(CCC1)C(CNC(=O)C1=CC=NC2=CC=CC=C12)=O